[C@H]12CN(C[C@H](CC1)N2)C2=NC(=NC1=C(C(=C(C=C21)Cl)C2=CC(=CC1=CC=CC=C21)O)F)OCCCN2CCCCC2 4-((R or S)-4-((1R,5S)-3,8-diazabicyclo[3.2.1]octan-3-yl)-6-chloro-8-fluoro-2-(3-(piperidin-1-yl)propoxy)quinazolin-7-yl)naphthalen-2-ol